N-(4-(ethylsulfonyl)benzyl)-1-((6-oxo-1-(2,2,2-trifluoroethyl)-1,6-dihydropyridin-2-yl)methyl)-2-(trifluoromethyl)-1H-benzo[d]imidazole-5-carboxamide C(C)S(=O)(=O)C1=CC=C(CNC(=O)C2=CC3=C(N(C(=N3)C(F)(F)F)CC=3N(C(C=CC3)=O)CC(F)(F)F)C=C2)C=C1